N=1SN=C2C1C=CC=C2NS(=O)(=O)C2=CNC1=C(C=CC=C21)Br N-(2,1,3-benzothiadiazol-4-yl)-7-bromo-1H-indole-3-sulfonamide